FC1=CC=C(OC=2C=C(C=CC2)[C@H]2SCC[C@H](NC2=O)CNC(CN2CCOCC2)=O)C=C1 N-[[(2R,5S)-2-[3-(4-fluorophenoxy)phenyl]-3-oxo-1,4-thiazepan-5-yl]methyl]-2-morpholino-acetamide